C(C)(=O)OC(\C=C\CCCN1C(SCC1=O)=O)(F)F (E)-6-(2,4-Dioxothiazolidin-3-yl)-1,1-difluorohex-2-en-1-yl acetate